FC(C=1C=C2CC=3C=NN(C3C3=CN=C(C(O[C@@H](C4=CC(=CC=C4N2N1)F)C)=C3)N)CC)F (19R)-10-(difluoromethyl)-3-ethyl-16-fluoro-19-methyl-20-oxa-3,4,11,12,23-pentaazapentacyclo[19.3.1.02,6.08,12.013,18]pentacosa-1(24),2(6),4,8,10,13,15,17,21(25),22-decaen-22-amine